C[C@H]1CC[C@@H](N(C1)C(C(=O)NC=1C=C(C=NC1)C(=O)N)=O)C1=NNC=C1 |r| Racemic-5-[[2-[(2R,5S)-5-methyl-2-(1H-pyrazol-3-yl)-1-piperidyl]-2-oxo-acetyl]amino]pyridine-3-carboxamide